C1=CC=CC=2C3=CC=CC=C3N(C12)C1=C(C#N)C(=C(C(=C1N1C2=CC=CC=C2C=2C=CC=CC12)N1C2=CC=CC=C2C=2C=CC=CC12)N1C2=CC=CC=C2C=2C=CC=CC12)N1C2=CC=CC=C2C=2C=CC=CC12 2,3,4,5,6-penta(9H-carbazole-9-yl)benzonitrile